(R)-N-[(1R)-1-[2-chloro-5-nitro-3-(trifluoromethyl)phenyl]ethyl]-2-methylpropane-2-sulfinamide ClC1=C(C=C(C=C1C(F)(F)F)[N+](=O)[O-])[C@@H](C)N[S@](=O)C(C)(C)C